[Sb]1=CC=CC=C1 stibinin